NC1=C(C(NC=C1)(C(=O)N[C@@H](C(F)(F)F)C)C1=CN(C2=C1C(=NC=C2Br)C2=C(C(=CC=C2)NC(C(=C)F)=O)C)C)Cl 4-amino-7-bromo-2-{4-[(2-fluoroacrylamido)-2-methylphenyl]-1-methylpyrrolo[3,2-c]pyridin-3-yl}-3-chloro-N-[(2R)-1,1,1-trifluoropropane-2-yl]pyridine-2-carboxamide